C(C)(C)(C)C1=CC2=C(C3=CC=CC=C3C(=C2C=C1)OCCCCCC)OCCCCCC 2-tert-butyl-9,10-di(n-hexoxy)anthracene